{1-{1-[4-(1,3-benzoxazol-2-yl)-3-fluorobenzoyl]piperidin-4-yl}-3-[4-(7H-pyrrolo[2,3-d]pyrimidin-4-yl)-1H-pyrazol-1-yl]azetidin-3-yl}acetonitrile O1C(=NC2=C1C=CC=C2)C2=C(C=C(C(=O)N1CCC(CC1)N1CC(C1)(N1N=CC(=C1)C=1C3=C(N=CN1)NC=C3)CC#N)C=C2)F